N[C@@H](CO)C(=O)N[C@@H](CCCCN)C(=O)O seryl-lysine